C[C@H]1CC[C@@H](N(C1)C(C(=O)NC=1C=C(C=NC1)C(=O)N)=O)C1=CC(=NC=C1)C(F)(F)F |r| rac-5-{2-[(2R,5S)-5-Methyl-2-[2-(trifluoromethyl)pyridin-4-yl]piperidin-1-yl]-2-oxoacetamido}pyridine-3-carboxamide